FC1=C(N)C=CC(=C1)C1=CC2=C(N=C(N=C2)SC)N2C1=NC(=C2)C 2-fluoro-4-(8-methyl-2-(methylthio)imidazo[1',2':1,6]pyrido[2,3-d]pyrimidin-6-yl)aniline